FC(C1=CC2=C(N=C(N=C2)NC2=NC=C(C=C2)N2CCN(CC2)C)C(=N1)N1CCOCC1)F 6-(difluoromethyl)-N-[5-(4-methylpiperazin-1-yl)pyridin-2-yl]-8-morpholin-4-ylpyrido[3,4-d]pyrimidin-2-amine